styryl-cyclohexyl-phosphinic acid C(=CC1=CC=CC=C1)P(O)(=O)C1CCCCC1